13-Hydroxy-hexadecanoic acid OC(CCCCCCCCCCCC(=O)O)CCC